(R)-1-(3-fluoro-4'-(4-fluoro-5-(((1-phenylethoxy)carbonyl)amino)-1H-pyrazol-1-yl)-[1,1'-biphenyl]-4-yl)cyclopropane-1-carboxylic acid FC=1C=C(C=CC1C1(CC1)C(=O)O)C1=CC=C(C=C1)N1N=CC(=C1NC(=O)O[C@H](C)C1=CC=CC=C1)F